[Fe].CC(CC(C)=O)=O.CC(CC(C)=O)=O.CC(CC(C)=O)=O tris(2,4-pentanedione) iron